3-(N,N-dimethylamino)propylaminium CN(C)CCC[NH3+]